C(C)OCOCCCC(CC(CC(CC(CC(C)Br)C)C)C)C 12-bromo-4,6,8,10-tetramethyltridecyl ethoxymethyl ether